COC=1C=C(C=CC1N1CCN(CC1)C)NC=1N=C(C2=C(N1)SC=C2)NC2=CC=CC(=N2)C(C)(C)O 2-(6-((2-((3-methoxy-4-(4-methylpiperazin-1-yl)phenyl)amino)thieno[2,3-d]pyrimidin-4-yl)amino)pyridin-2-yl)propan-2-ol